N,N-dimethylpropan-1-aminium bromide [Br-].C[NH+](CCC)C